C1(=CC=CC=C1)C1=C(C(=NN=N1)C1=C(C2=C(SC3=C2C=CC=C3)C=C1)C1=C(C=CC=C1)C1=CC=CC=C1)C1=C(C(=CC=3C2=CC=CC=C2CC13)C)C [phenyl(dimethyl-fluorenyl)triazinyl](biphenylyl)dibenzothiophene